N-({3-[4-(1-methyl-4-piperidylamino)-1-(2,2,2-trifluoroethyl)-6-indolyl]-1,2,4-oxadiazol-5-yl}methyl)-1-(tert-butyl)-4-pyrazolecarboxamide CN1CCC(CC1)NC1=C2C=CN(C2=CC(=C1)C1=NOC(=N1)CNC(=O)C=1C=NN(C1)C(C)(C)C)CC(F)(F)F